COC1=CC=C(C=N1)CN(C1=CC2=C(C=N1)N=C(N2)C2=CC(=CN2)C(=O)C2=C(C=CC=C2)C(F)(F)F)C (5-(6-(((6-methoxypyridin-3-yl)methyl)(methyl)amino)-1H-imidazo[4,5-c]pyridin-2-yl)-1H-pyrrol-3-yl)(2-(trifluoromethyl)phenyl)methanone